OC=1C=C(CO)C=C(C1OC)O 3,5-dihydroxy-4-methoxy-benzyl alcohol